ClC=1C=C(C=CC1F)NC1=NC=NC2=CC(=C(C=C12)NC(C=C)=O)OCCCN1CCN(CC1)CCCCCCCNC1=C2CN(C(C2=CC=C1)=O)C1C(NC(CC1)=O)=O N-(4-((3-chloro-4-fluorophenyl)amino)-7-(3-(4-(7-((2-(2,6-dioxopiperidin-3-yl)-1-oxoisoindolin-4-yl)amino)heptyl)piperazin-1-yl)propoxy)quinazolin-6-yl)acrylamide